COC1=NN(C2=CC=C(C=C12)S(=O)(=O)N(C)C)C1=CC=C(C=C1)C(F)(F)F 3-Methoxy-N,N-dimethyl-1-(4-(trifluoromethyl)phenyl)-1H-indazole-5-sulfonamide